N-(1-(5-bromo-3'-chloro-[1,1'-biphenyl]-3-yl)ethyl)-2-methylpropane-2-sulfinamide BrC=1C=C(C=C(C1)C1=CC(=CC=C1)Cl)C(C)NS(=O)C(C)(C)C